C(N)(=O)C=1N=NC(=CC1NC1=CC=C(C=N1)C(C(=O)OCC)(C)C)C1=C(C=CC=C1F)F ethyl 2-(6-((3-carbamoyl-6-(2,6-difluorophenyl) pyridazin-4-yl) amino) pyridin-3-yl)-2-methylpropionate